sodium potassium 2-(tert-butyl)-2-propylmalonate C(C)(C)(C)C(C(=O)[O-])(C(=O)[O-])CCC.[K+].[Na+]